FC(CN1N=C(C2=C1CCC2)C(=O)OC)(F)F methyl 1-(2,2,2-trifluoroethyl)-1,4,5,6-tetrahydrocyclopenta[c]pyrazole-3-carboxylate